ClC=1C=C(C=C(C1)Cl)C1(CC(=NO1)C1=CC(=C(C(=O)NNC(C2=CC(=CC(=C2)C(F)(F)F)F)=O)C=C1)C)C(F)(F)F 4-(5-(3,5-dichlorophenyl)-5-(trifluoromethyl)-4,5-dihydroisoxazol-3-yl)-N'-(3-fluoro-5-(trifluoromethyl)benzoyl)-2-methylbenzoyl-hydrazine